2-(1-((2-(3,5-dichloro-phenyl)-6-((2-(4-methyl-piperazin-1-yl)pyrimidin-5-yl)oxy)pyridin-4-yl)methyl)piperidin-4-yl)ethanesulfonamide ClC=1C=C(C=C(C1)Cl)C1=NC(=CC(=C1)CN1CCC(CC1)CCS(=O)(=O)N)OC=1C=NC(=NC1)N1CCN(CC1)C